S(=O)(=O)(ON1[C@@H]2CC[C@H](N(C1=O)C2)C(NS(=O)(=O)C)=N)O (2S,5R)-2-(N-(methylsulfonyl)carbamimidoyl)-7-oxo-1,6-diazabicyclo[3.2.1]octan-6-yl hydrogen sulfate